1-benzyl-2-(4-iodophenyl)aziridine C(C1=CC=CC=C1)N1C(C1)C1=CC=C(C=C1)I